methyl N-[4-carbamoyl-1-[4-(cyanomethyl)-1-[[6-(cyclopenten-1-yl)-2-fluoro-3-pyridyl]methyl]-3-fluoro-4-piperidyl]pyrazol-3-yl]carbamate C(N)(=O)C=1C(=NN(C1)C1(C(CN(CC1)CC=1C(=NC(=CC1)C1=CCCC1)F)F)CC#N)NC(OC)=O